(3,4-epoxy-cyclohexyl methyl) acrylate C(C=C)(=O)OCC1CC2C(CC1)O2